ONC(C1=CC(=CC=C1)NC(=O)NC1=CC=C(C=C1)C1=CC=NC=C1)=O N-hydroxy-3-(3-(4-(pyridin-4-yl)phenyl)ureido)benzamide